ClC=1C(=NC(=NC1)NC1=NC=C(C=C1)N1CCN(CC1)C)NCCC1=C(C=CC=C1)F 5-chloro-N4-(2-fluorophenethyl)-N2-(5-(4-methylpiperazin-1-yl)pyridin-2-yl)pyrimidine-2,4-diamine